(3,6-dihydro-2H-pyran-2-yl)acetic acid methyl ester COC(CC1OCC=CC1)=O